C(CCCCCCC)OC12CC3(CC(CC(C1)C3)C2)NC(OC(C)(C)C)=O tert-butyl (3-(octyloxy)adamantan-1-yl)carbamate